[N+](=O)([O-])C1=CC(=CC=2OC[C@@H](NC21)C2CCOCC2)S(=O)(=O)N (S)-5-nitro-3-(tetrahydro-2H-pyran-4-yl)-3,4-dihydro-2H-benzo[b][1,4]oxazine-7-sulfonamide